2-chloro-5-(1,2,3,6-tetrahydropyridin-2-yl)pyridine ClC1=NC=C(C=C1)C1NCC=CC1